C1(CC1)COC1=C(C=CC(=N1)C(=O)NC(C(=O)OC([2H])([2H])F)(CC)CC)N1CCCC1 fluoro(dideuterio)methyl 2-{[6-(cyclopropylmethoxy)-5-(pyrrolidin-1-yl)pyridine-2-carbonyl] amino}-2-ethylbutanoate